1'-((7-ethyl-6-oxo-5,6-dihydro-1,5-naphthyridin-3-yl)methyl)-1',2',3',6'-tetrahydro-[3,4'-bipyridine]-6-carbonitrile C(C)C=1C(NC=2C=C(C=NC2C1)CN1CCC(=CC1)C=1C=NC(=CC1)C#N)=O